C(C)CC(CC(=O)OOC(C)C)=O.C(C)CC(CC(=O)OOC(C)C)=O.[Ti] titanium di(i-propoxy) bis(ethylacetoacetate)